C(CCC)C1=NC2=CC=C(C=C2C(=C1)OC)OCCCCCCN1CC2=CC=CC=C2CC1 2-butyl-6-((6-(3,4-dihydroisoquinolin-2(1H)-yl)hexyl)oxy)-4-methoxyquinoline